difluorophenylsulfone FC=1C(=C(C=CC1)S(=O)(=O)C1=C(C(=CC=C1)F)F)F